1-(7-(4-((3-chloro-2-fluorophenyl)amino)-7-methoxypyrido[3,2-d]pyrimidin-6-yl)-4,7-diazaspiro[2.5]octan-4-yl)prop-2-en-1-one ClC=1C(=C(C=CC1)NC=1C2=C(N=CN1)C=C(C(=N2)N2CCN(C1(CC1)C2)C(C=C)=O)OC)F